C(CCN)C[C@@H](C(=O)O)NC(=O)[C@@H]1[C@@H]([C@@H]([C@H]([C@H](O1)O)O)O)O The molecule is an L-lysine derivative arising from amide formation between N-2 of L-lysine and the carboxy group of alpha-D-galactopyranuronic acid. It has a role as an epitope.